sodium 4-phenylpyrazolo[1,5-a]pyridine-2-carboxylate C1(=CC=CC=C1)C=1C=2N(C=CC1)N=C(C2)C(=O)[O-].[Na+]